(2R,3R,11bR)-9-(2-chloro-2,2-difluoroethoxy)-3-(2,2-dimethylpropyl)-10-methoxy-1H,2H,3H,4H,6H,7H,11bH-pyrido[2,1-a]isoquinolin-2-ol ClC(COC=1C=C2CCN3[C@@H](C2=CC1OC)C[C@H]([C@@H](C3)CC(C)(C)C)O)(F)F